C1(=CC=CC2=CC=CC=C12)C1=C2C(=C(C(=C(C2=C(C=2C(=C(C(=C(C12)[2H])[2H])[2H])[2H])[2H])[2H])[2H])[2H])C1=C(C=CC2=CC=CC=C12)C1=CC=CC=C1 naphthyl-(phenylnaphthyl)anthracene-d8